N1(CCC1)C1=NC(=CC2=C1N=C(N=C2)N[C@H]2[C@H](COC2)NC(C=C)=O)C2=C(C(=CC(=C2F)OC)OC)F N-((3R,4S)-4-((8-(azetidin-1-yl)-6-(2,6-difluoro-3,5-dimethoxyphenyl)pyrido[3,4-d]pyrimidin-2-yl)amino)tetrahydrofuran-3-yl)acrylamide